ClC1=CC=C(C=C1)C1=C(CC(CC1)(F)F)CN1CCN(CC1)CC=1C=C2C(N(C(C2=CC1)=O)C1C(NC(CC1)=O)=O)=O 5-((4-((4'-chloro-4,4-difluoro-3,4,5,6-tetrahydro-[1,1'-biphenyl]-2-yl)methyl)piperazine-1-yl)methyl)-2-(2,6-dioxopiperidin-3-yl)isoindoline-1,3-dione